COC1=C(C=C(C(=O)O)C=C1OC(C(C(C(C(C(C(C(C(F)(F)F)(F)F)(F)F)(F)F)(F)F)(F)F)(F)F)(F)F)=O)C(=O)O 4-methoxy-5-(perfluorononanoyloxy)isophthalic acid